C(C)(C)(C)OC(=O)N[C@H](C(=O)OC1CCCCCC1)C (S)-cycloheptyl 2-((tert-butoxycarbonyl)amino)propanoate